aluminum lauryl monoacetoacetate C(CC(=O)C)(=O)OCCCCCCCCCCCC.[Al]